[K].C(C)C(CC)C(CC(C(CC)CC)=O)=O 3,7-diethylnonane-4,6-dione potassium salt